ethyl 2-(5-fluoropyrimidin-4-yl)nicotinate FC=1C(=NC=NC1)C1=C(C(=O)OCC)C=CC=N1